3,3''-dihydroxy-[1,1':4',1''-terphenyl]-4,4''-dialdehyde OC=1C=C(C=CC1C=O)C1=CC=C(C=C1)C1=CC(=C(C=C1)C=O)O